O(O)C(C=CC=CC=CC=CC(=O)O)CCCCCCCCCCCC 10-hydroperoxy-docosatetraenoic acid